cyanomethyl (S)-2-((tert-butoxycarbonyl)amino)-3-(2-cyanoquinolin-6-yl)propanoate C(C)(C)(C)OC(=O)N[C@H](C(=O)OCC#N)CC=1C=C2C=CC(=NC2=CC1)C#N